CN(C=1N=NC(=C2C1C=NC=C2)C2=C(C=C(C=C2)C(F)(F)F)O)[C@H]2CN(CCC2)C 2-(4-{methyl-[(3R)-1-methylpiperidin-3-yl]amino}pyrido[3,4-d]pyridazin-1-yl)-5-(trifluoromethyl)phenol